Cl.Cl.N[C@H](C(C)C)C(=O)N[C@@H](CC(C)C)C(=O)N[C@@H](CCCCN)C(=O)NC1=CC=C(C=C1)[N+](=O)[O-] D-valyl-L-leucyl-L-lysyl-p-nitroaniline dihydrochloride